C(C)OC(=C)C=1C2=C(N=C(N1)N1C=NC=C1)C(=CN2COCC[Si](C)(C)C)I 4-(1-ethoxyvinyl)-2-(1H-imidazol-1-yl)-7-iodo-5-((2-(trimethylsilyl)ethoxy)methyl)-5H-pyrrolo[3,2-d]Pyrimidine